2-(tetrahydro-2H-pyran-2-yl)-7-(4,4,5,5-tetramethyl-1,3,2-dioxaborolan-2-yl)-2H-indazole O1C(CCCC1)N1N=C2C(=CC=CC2=C1)B1OC(C(O1)(C)C)(C)C